NC1=CC=C(C=C1)CN1CCC(CC1)C1=CC2=C(N(C(N2C)=O)C2C(NC(CC2)=O)=O)C=C1 3-[5-[1-[(4-aminophenyl)methyl]-4-piperidyl]-3-methyl-2-oxo-benzimidazol-1-yl]piperidine-2,6-dione